4-(2-methylpropyloxy)benzaldehyde CC(COC1=CC=C(C=O)C=C1)C